The molecule is a 2-oxo monocarboxylic acid anion. It derives from a valerate. It is a conjugate base of an acetylpyruvic acid. CC(=O)CC(=O)C(=O)[O-]